NC1=NC2=C(C=CC(=C2C=C1C(=O)N)F)OC 2-amino-5-fluoro-8-methoxyquinoline-3-carboxamide